ClC=1C=CC=2N(N1)C(=CN2)C=2OC1=C(C2)C=C(C=C1)NC(=O)C1=NN(C(=C1)S(=O)C)C1=CC=C(C=C1)F N-(2-(6-chloroimidazo[1,2-b]pyridazin-3-yl)benzofuran-5-yl)-1-(4-fluorophenyl)-5-(methylsulfinyl)-1H-pyrazole-3-carboxamide